C(C(C)C)NC1=NC(=NC(=N1)C1=NC(=CC=C1)C(F)(F)F)NC=1C(=NC=CC1)C#N (4-(isobutylamino)-6-(6-(trifluoromethyl)pyridin-2-yl)-1,3,5-triazin-2-ylamino)pyridinecarbonitrile